FC=1C=C(C=C(C1)F)[C@@H]1N(OCC1)C1=CC(=NC=N1)NC1=C(C=C2C3(C(NC2=C1)=O)CC3)OC (R)-6'-((6-(3-(3,5-difluorophenyl)isoxazolidin-2-yl)pyrimidin-4-yl)amino)-5'-methoxyspiro[cyclopropane-1,3'-indoline]-2'-one